(S)-6-((5-(2-methoxy-6-(piperidin-3-ylmethoxy)phenyl)-1H-pyrazol-3-yl)amino)nicotinonitrile COC1=C(C(=CC=C1)OC[C@@H]1CNCCC1)C1=CC(=NN1)NC1=NC=C(C#N)C=C1